(R)-1-(5-(6-chloro-5-methoxy-1-methyl-3-(1H-pyrazol-4-yl)-1H-pyrrolo[3,2-b]pyridin-2-yl)-4H-1,2,4-triazol-3-yl)-2-meth-oxy-N,N-dimethylethan-1-amine ClC=1C=C2C(=NC1OC)C(=C(N2C)C=2NC(=NN2)[C@H](COC)N(C)C)C=2C=NNC2